CC1(CC=2C(=NC(=C(C2)[N+](=O)[O-])N2CCN(CC2)C(C)O)O1)C [4-(2,2-dimethyl-5-nitro-3H-furo[2,3-b]pyridin-6-yl)piperazin-1-yl]ethanol